(2S,5R)-2-(N-(2-Aminoethyl) carbamimidoyl)-7-oxo-1,6-diazabicyclo[3.2.1]octan-6-yl hydrogen sulfate S(=O)(=O)(ON1[C@@H]2CC[C@H](N(C1=O)C2)C(NCCN)=N)O